NC1=NC=CC=C1C1=NC=2C(=NC(=CC2)C2=CC(=CC=C2)N2CCN(CC2)C)N1C=1C=C2CC[C@@H](C2=CC1)NC(C)=O N-[(1S)-5-[2-(2-aminopyridin-3-yl)-5-[3-(4-methylpiperazin-1-yl)phenyl]imidazo[4,5-b]pyridin-3-yl]-2,3-dihydro-1H-inden-1-yl]acetamide